BrC=1C(=CC=2N(C1)C(=CN2)C2=CC=C(C=C2)OC(C)C)C 6-bromo-3-(4-isopropoxyphenyl)-7-methylimidazo[1,2-a]pyridine